C1(CC(C(CC1)C(C)C)C(CO)O)C (-)-menthylethylene glycol